O=C1N(CCC(N1)=O)C1=C(C=C(C=C1)N1CCC(CC1)CC=O)C 2-(1-(4-(2,4-dioxotetrahydropyrimidin-1(2H)-yl)-3-methylphenyl)piperidin-4-yl)acetaldehyde